4-(5-(4-(2-(4-acetyl-5-methyl-3-phenyl-1H-pyrrol-2-yl)-1H-benzo[d]imidazol-6-yl)piperazin-1-yl)hexahydrocyclopenta[c]pyrrol-2(1H)-yl)-2-(2,6-dioxopiperidin-3-yl)isoindoline-1,3-dione C(C)(=O)C=1C(=C(NC1C)C1=NC2=C(N1)C=C(C=C2)N2CCN(CC2)C2CC1C(CN(C1)C1=C3C(N(C(C3=CC=C1)=O)C1C(NC(CC1)=O)=O)=O)C2)C2=CC=CC=C2